P(=O)(OCCCCCCCCCCCCCCCCCC)([O-])[O-] normal octadecyl phosphate